tert-butyl (9-(((S)-1-((2S,4R)-4-hydroxy-2-((4-(4-methylthiazol-5-yl)benzyl) carbamoyl)pyrrolidin-1-yl)-3,3-dimethyl-1-oxobutan-2-yl)amino)-9-oxononyl)carbamate O[C@@H]1C[C@H](N(C1)C([C@H](C(C)(C)C)NC(CCCCCCCCNC(OC(C)(C)C)=O)=O)=O)C(NCC1=CC=C(C=C1)C1=C(N=CS1)C)=O